F[C@@H]1C[C@H](N(C1)C(CC1=CN(C2=CC=CC=C12)C)=O)C(=O)N[C@@H](C1=CC=CC=C1)C1=NC(=C(C=C1)C1(CC1)C)F (2S,4R)-4-fluoro-N-[(S)-[6-fluoro-5-(1-methylcyclopropyl)pyridin-2-yl](phenyl)methyl]-1-[2-(1-methyl-1H-indol-3-yl)acetyl]pyrrolidine-2-carboxamide